1,2,3,4,5-benzenepentacarboxylic acid C1(=C(C(=C(C(=C1)C(=O)O)C(=O)O)C(=O)O)C(=O)O)C(=O)O